mono-citric acid monohydrate O.C(CC(O)(C(=O)O)CC(=O)O)(=O)O